2-[[2-[(cyclobutylmethylamino)methyl]-1H-indol-6-yl]methyl]-5-(2-oxa-7-azaspiro[4.4]nonan-7-yl)-2,7-naphthyridin-1-one C1(CCC1)CNCC=1NC2=CC(=CC=C2C1)CN1C(C2=CN=CC(=C2C=C1)N1CC2(CCOC2)CC1)=O